2-(1-(Pyridin-4-yl)azetidin-3-yl)acetic acid N1=CC=C(C=C1)N1CC(C1)CC(=O)O